C(C)O[Si](CCCS=C(N(C)C)SSSSC(N(C)C)=SCCC[Si](OCC)(OCC)OCC)(OCC)OCC 3-triethoxysilylpropyl-N,N-dimethylthiocarbamoyl tetrasulfide